C(C)(=O)SC[C@H]1O[C@H]([C@@H]([C@@H]1O[Si](C)(C)C(C)(C)C)O[Si](C)(C)C(C)(C)C)N1C=C(C2=C1N=CN=C2N)C2=CC=C(C=C2)C#N S-(((2S,3R,4R,5R)-5-(4-Amino-5-(4-cyanophenyl)-7H-pyrrolo[2,3-d]pyrimidin-7-yl)-3,4-bis((tertbutyldimethylsilyl)oxy)tetrahydrofuran-2-yl)methyl) thioacetate